C(C)(C)C(NC1=CC=CC=C1)F isopropyl-(phenyl)aminomethylfluoride